1,5-naphthalenedisulfonic acid sodium salt [Na+].C1(=CC=CC=2C(=CC=CC12)S(=O)(=O)[O-])S(=O)(=O)[O-].[Na+]